(1S,3R)-3-(4,4-diethyl-2-imino-6-oxo-hexahydropyrimidin-1-yl)-N-[(3S,4R)-3-hydroxy-3-methyl-chroman-4-yl]-1-methoxy-indane-5-carboxamide C(C)C1(NC(N(C(C1)=O)[C@@H]1C[C@@H](C2=CC=C(C=C12)C(=O)N[C@H]1[C@](COC2=CC=CC=C12)(C)O)OC)=N)CC